ClC=1C2=C(N=CN1)N(C(C(=C2)C(=O)OCC)=O)OC ethyl 4-chloro-8-methoxy-7-oxo-7H,8H-pyrido[2,3-d]pyrimidine-6-carboxylate